C(C)(C)[C@H]1CN=C2N1C1=CC=C(C=C1C(N2CC=2C=NN(C2)C)=O)S(=O)(=O)NC2(CC2)C (S)-1-isopropyl-4-((1-methyl-1H-pyrazol-4-yl)methyl)-N-(1-methylcyclopropyl)-5-oxo-1,2,4,5-tetrahydroimidazo[1,2-a]quinazoline-7-sulfonamide